((3,4-dihydro-2H-pyran-2-yl)methyl)carbamic acid tert-butyl ester C(C)(C)(C)OC(NCC1OC=CCC1)=O